methyl-6-(1-methyl-1H-pyrazol-3-yl)pyridine CC1=NC(=CC=C1)C1=NN(C=C1)C